C(CCCCCCCCCCCCCCC)[N+](C)(C)CCCCCCCCCCCCCCCC dicetyldimethylammonium